2-methyl-N-(1-phenylpropyl)quinazoline-4-carboxamide CC1=NC2=CC=CC=C2C(=N1)C(=O)NC(CC)C1=CC=CC=C1